S(=O)(=O)(C1=CC=C(C)C=C1)C[N+]#[C-] tosyl-methyl isonitrile